C(=O)C1=C(OC[C@H]2N(CCCC2)C(=O)C2=C(C=O)C(=CC=C2)OC)C=CC=C1O 2-[(2S)-2-[(2-formyl-3-hydroxyphenoxy)methyl]piperidine-1-carbonyl]-6-methoxybenzaldehyde